(5-chloronaphthalen-1-yl)boric acid ClC1=C2C=CC=C(C2=CC=C1)OB(O)O